8-morpholinoimidazo[1,2-b]pyridazine-2-carboxylic acid methyl ester COC(=O)C=1N=C2N(N=CC=C2N2CCOCC2)C1